C12C(C3CC(CC(C1)C3)C2)NC(CN)CC=C(CCC=C(C)C)C N-(adamantan-2-yl)-(3,7-dimethyl-octa-2,6-dienyl)-ethane-1,2-diamine